pyridin-2-ylmethyl-1,3,5-triazine-2,4-diamine N1=C(C=CC=C1)CC1=NC(=NC(=N1)N)N